C(C)(C)(C)OC(=O)N1C2(CNCC1CC2)C2=NC(=NC1=C(C(=C(C=C21)C(F)(F)F)C2=CC=C(C=1SC(=CC12)NC(=O)OC(C)(C)C)F)F)F (7-(2-((tert-Butoxycarbonyl)amino)-7-fluorobenzo[b]thiophen-4-yl)-2,8-difluoro-6-(trifluoromethyl)quinazolin-4-yl)-3,8-diazabicyclo[3.2.1]octane-8-carboxylic acid tert-butyl ester